ClC1=C2C(=NC(=N1)Cl)N(N=C2)CC2CC2 4,6-dichloro-1-(cyclopropylmethyl)-1H-pyrazolo[3,4-d]pyrimidine